ClC1=CC=C(N=N1)N1CCN(CC1)C(=O)OC(C)(C)C tert-Butyl 4-(6-chloropyridazin-3-yl)piperazine-1-carboxylate